Methyl 2-(2-(cyclopropanesulfonamido)pyrimidin-4-yl)-2-methylpropanoate C1(CC1)S(=O)(=O)NC1=NC=CC(=N1)C(C(=O)OC)(C)C